BrC=1C(=C(C(=CC1)F)[C@H]1N([C@@H](CC2=C1NC1=CC=C(C=C21)F)C)C[C@@H](C(=O)OC)C)C Methyl (S)-3-((1R,3R)-1-(3-bromo-6-fluoro-2-methylphenyl)-6-fluoro-3-methyl-1,3,4,9-tetrahydro-2H-pyrido[3,4-b]Indol-2-yl)-2-methylpropionate